3-((5-(4-methylthiophen-3-yl)pyrimidin-2-yl)amino)benzoic acid CC=1C(=CSC1)C=1C=NC(=NC1)NC=1C=C(C(=O)O)C=CC1